C(C)N1C2=C([C@@H]([C@H](C1=O)NC(C1=CC(=CC=C1)C(F)(F)F)=O)C1=CC=C(C=C1)F)C(=NN2C2=CC=CC=C2)CN(C#N)C N-((4S,5R)-7-ethyl-4-(4-fluorophenyl)-3-((N-methylcyanamido)methyl)-6-oxo-1-phenyl-4,5,6,7-tetrahydro-1H-pyrazolo[3,4-b]pyridin-5-yl)-3-(trifluoromethyl)benzamide